[Cl-].CC(C(C)(C)C)[NH3+] tetramethyl-(ethyl)ammonium chloride